pyrazolo[1,5-a]pyrimidine-3-carboxylic acid {3-(5-chloro-2-difluoromethoxyphenyl)-1-[2-(hexahydropyrrolo[3,4-c]pyrrol-2-yl)-2-oxoethyl]-1H-pyrazol-4-yl} amide ClC=1C=CC(=C(C1)C1=NN(C=C1NC(=O)C=1C=NN2C1N=CC=C2)CC(=O)N2CC1CNCC1C2)OC(F)F